BrC1=CC(=NC=C1)N(C(OC(C(F)(F)F)(C)C)=O)CC12CCC(CC1)(CC2)C2=CC(=NN2C)C(C)(F)F 1,1,1-trifluoro-2-methylpropan-2-yl (4-bromopyridin-2-yl)((4-(3-(1,1-difluoroethyl)-1-methyl-1H-pyrazol-5-yl) bicyclo[2.2.2]octan-1-yl)methyl)carbamate